O[C@@H]1[C@H](C[C@H]([C@@H]1O)N1C2N=CN=C(C2N=C1)NCC1=CC(=CC=C1)I)C(=O)NC (1s,2r,3s,4r)-2,3-dihydroxy-4-(6-((3-iodobenzyl)amino)-4H-purin-9(5H)-yl)-N-methylcyclopentanecarboxamide